ClC=1C=C2C(C(=CN(C2=CC1N1[C@H](CCC1)COC1=NC=CC=C1Cl)C=1C=NC(=CC1)N1CC(C1)N(C)C)C(=O)O)=O (R)-6-chloro-7-(2-(((3-chloropyridin-2-yl)oxy)methyl)pyrrolidin-1-yl)-1-(6-(3-(dimethyl-amino)azetidin-1-yl)pyridin-3-yl)-4-oxo-1,4-dihydroquinoline-3-carboxylic acid